ClC=1C=C2C(C=C(NC2=CC1)C(=O)OC)=O methyl 6-chloro-4-oxo-1,4-dihydroquinoline-2-carboxylate